trimethylolpropane tristearate CCCCCCCCCCCCCCCCCC(=O)OCC(CC)(COC(=O)CCCCCCCCCCCCCCCCC)COC(=O)CCCCCCCCCCCCCCCCC